NCCCC(C(=O)N1CCC(CC1)(O)CN1C=NC2=CC(=CC=C2C1=O)NC(CCN1CCN(CC1)C)=O)CC1=CC=CC=C1 N-(3-((1-(5-amino-2-benzylpentanoyl)-4-hydroxypiperidin-4-yl)methyl)-4-oxo-3,4-dihydroquinazolin-7-yl)-3-(4-methylpiperazin-1-yl)propanamide